C1(CCCCC1)OC=1C=CC(=NC1)C(C(=O)N)(C)N1C[C@@H](C(CC1)(F)F)C1=CNC(C=C1)=O (5-(cyclohexyloxy)pyridin-2-yl)-2-((s)-4,4-difluoro-3-(6-oxo-1,6-dihydropyridin-3-yl)piperidin-1-yl)propanamide